NC1=C(C(=O)NC)C=C(C(=C1)F)C1=NC=C(C2=C1C(=NO2)N)C=2C=NNC2 2-amino-5-(3-amino-7-(1H-pyrazol-4-yl)isoxazolo[4,5-c]pyridin-4-yl)-4-fluoro-N-methylbenzamide